C1(CCC1)N1C(C(N(C=C1)CC1=NSC(=C1)C1=CC=CC=C1)=O)=O 1-cyclobutyl-4-((5-phenylisothiazol-3-yl)methyl)-1,4-dihydropyrazine-2,3-dione